rac-4-(2,3-dichloro-6-hydroxyphenyl)-1-(((1r,3r)-3-hydroxycyclobutyl)methyl)pyrrolidine-2-thione ClC1=C(C(=CC=C1Cl)O)[C@H]1CC(N(C1)CC1CC(C1)O)=S |r|